2-((S)-1-(4-(6-((4-Cyano-2-fluorobenzyl)oxy)pyridin-2-yl)piperidin-1-yl)ethyl)-4-methoxy-1-(((S)-oxetan-2-yl)methyl)-1H-benzo[d]imidazole-6-carboxylic acid C(#N)C1=CC(=C(COC2=CC=CC(=N2)C2CCN(CC2)[C@@H](C)C2=NC3=C(N2C[C@H]2OCC2)C=C(C=C3OC)C(=O)O)C=C1)F